((1S,2R)-2-fluorocyclopropyl)(3-(2-(tetrahydro-2H-pyran-2-yl)-2H-pyrazolo[4,3-b]pyridin-7-yl)-3,8-diazabicyclo[3.2.1]oct-8-yl)methanone F[C@H]1[C@@H](C1)C(=O)N1C2CN(CC1CC2)C=2C=1C(N=CC2)=CN(N1)C1OCCCC1